O1C[C@@H](CC1)CS(=O)(=O)[O-] (R)-tetrahydrofuran-3-ylmethanesulfonate